C(#N)C=1C=C2C(=C(C(N(C2=CC1NC[C@@H]1COCC1)C)=O)C(=O)N)N1CCC(CC1)C=1OC2=C(N1)C=C(C=C2)C |r| (rac)-6-cyano-1-methyl-4-[4-(5-methyl-1,3-benzooxazol-2-yl)piperidin-1-yl]-2-oxo-7-{[(oxolan-3-yl)methyl]amino}-1,2-dihydroquinoline-3-carboxamide